COC=1C=C2C(=CC=NC2=CC1OC)OC1=CC=C(C=N1)N 6-((6,7-dimethoxyquinolin-4-yl)oxy)pyridin-3-amine